N-(4-(3-(2-fluorophenyl)-1-methyl-1H-pyrazol-4-yl)-7-methoxypyrido[3,2-d]pyrimidin-6-yl)-3-methyl-3-azabicyclo[3.1.0]hexane-1-carboxamide FC1=C(C=CC=C1)C1=NN(C=C1C=1C2=C(N=CN1)C=C(C(=N2)NC(=O)C21CN(CC1C2)C)OC)C